C(#N)N1C(SCC1=O)=S cyanorhodanine